O=C1NCC(C1C(=O)OC)C1=CC=C(C=C1)C(F)(F)F methyl 2-oxo-4-[4-(trifluoromethyl) phenyl]-3-pyrrolidine-carboxylate